(1Z)-1-[(R)-tert-butylsulfinyl]imino-5,6-difluoro-spiro[indan-2,4'-piperidine]-1'-carboxylic acid tert-butyl ester C(C)(C)(C)OC(=O)N1CCC2(CC1)/C(/C1=CC(=C(C=C1C2)F)F)=N/[S@](=O)C(C)(C)C